BrCC1=CC=C(C=C1)I 1-(Bromo-methyl)-4-iodobenzene